2-[5-(Trifluoromethyl)pyrazin-2-yl]-2,6-diazaspiro[3.3]heptane FC(C=1N=CC(=NC1)N1CC2(C1)CNC2)(F)F